ethylene dithio-formate C(=S)S.C=C